isopropyl (S)-2-(2-(cyclopropylmethoxy) acetamido)-6-diazo-5-oxohexanoate C1(CC1)COCC(=O)N[C@H](C(=O)OC(C)C)CCC(C=[N+]=[N-])=O